CC=1C(=NC(=CC1)C)OCC(C(=O)NC1CCN(CC1)C)(C)C 3-((3,6-dimethylpyridin-2-yl)oxy)-2,2-dimethyl-N-(1-methylpiperidin-4-yl)propanamide